CC1(CC1)NS(=O)(=O)C=1C=C2C(NC(N(C2=CC1)CC1(CC1)C)=O)=O N-(1-methylcyclopropyl)-1-[(1-methylcyclopropyl)methyl]-2,4-dioxo-quinazoline-6-sulfonamide